tert-butyl 3-[2-[[(2s)-4,4-difluoro-1-methyl-pyrrolidin-2-yl]methoxy]-8-fluoro-7-[3-(methoxymethoxy)-1-naphthyl]quinazolin-4-yl]-3,8-diazabicyclo[3.2.1]octane-8-carboxylate FC1(C[C@H](N(C1)C)COC1=NC2=C(C(=CC=C2C(=N1)N1CC2CCC(C1)N2C(=O)OC(C)(C)C)C2=CC(=CC1=CC=CC=C21)OCOC)F)F